1-(tert-butyl)-N-(7-(2-((1-methyl-1H-pyrazol-4-yl)amino)pyrimidin-4-yl)-2,3,4,5-tetrahydro-1H-benzo[d]azepin-1-yl)-1H-1,2,3-triazole-4-carboxamide C(C)(C)(C)N1N=NC(=C1)C(=O)NC1CNCCC2=C1C=CC(=C2)C2=NC(=NC=C2)NC=2C=NN(C2)C